NC1=CC=C(C=C1)S(=O)(=O)C1CCN(CC1)C(=O)OC(C)(C)C tert-butyl 4-(4-aminophenyl)sulfonylpiperidine-1-carboxylate